(2-((3-(N-((1,2,3,5,6,7-hexahydro-s-indacen-4-yl)carbamoyl)sulfamoyl)-1H-pyrazol-1-yl)methyl)cyclopropyl)boronic acid C1CCC2=C(C=3CCCC3C=C12)NC(=O)NS(=O)(=O)C1=NN(C=C1)CC1C(C1)B(O)O